C/C=C(\\C)/C(=O)O[C@@H]1C[C@@]2([C@H](O2)C[C@@H](/C(=C/[C@@H]3[C@@H]1C(=C)C(=O)O3)/C)O)C The molecule is a sesquiterpene lactone of the heliangolide group isolated from Eupatorium kiirunense and Calea rotundifolia and exhibits cytotoxicity against human oral epidermoid (KB), cervical epitheloid (Hela) and liver (hepa59T/VGH) carcinoma cells. It has a role as an antineoplastic agent and a metabolite. It is a sesquiterpene lactone, an epoxide and an enoate ester. It derives from a tiglic acid.